COCCC1=NNC=C1 Methoxyethylpyrazole